BrC1=C2CCC/C(/C2=CC=C1)=N/O (Z)-5-bromo-3,4-dihydronaphthalen-1(2H)-one oxime